C[Si](CCCC1C(=O)OC(C1)=O)(OCC)OCC 3-methyldiethoxysilylpropylsuccinic anhydride